3-(Hydroxymethyl)oxetan-3-methanol OCC1(COC1)CO